C(#N)C=1C=NN2C1C(=CC(=C2)C=2C=NN(C2C)C2CCC(CC2)NC(C)=O)SC2=C(C=C(C=C2)F)C#N N-((1s,4S)-4-(4-(3-cyano-4-((2-cyano-4-fluorophenyl)thio)pyrazolo[1,5-a]pyridin-6-yl)-5-methyl-1H-pyrazol-1-yl)cyclohexyl)acetamide